ClC=1C=CC(=C(C1)S(=O)(=O)NC1=NC=C(C=N1)C1=NC(=C2C(=N1)N(NC2C)C2OCCCC2)CC2CCN(CC2)C(C)C)F 5-chloro-2-fluoro-N-(5-[4-[(1-isopropylpiperidin-4-yl)methyl]-3-methyl-1-(oxan-2-yl)-2H,3H-pyrazolo[3,4-d]pyrimidin-6-yl]pyrimidin-2-yl)benzenesulfonamide